1-((6-(2,6-dichloro-4-(6-cyano-3,5-dioxo-4,5-dihydro-1,2,4-triazin-2(3H)-yl)phenoxy)-4-(propan-2-yl-d7)pyridazin-3-yl-5-d)oxy)ethyl isopropyl carbonate C(OC(C)OC=1N=NC(=C(C1C(C([2H])([2H])[2H])(C([2H])([2H])[2H])[2H])[2H])OC1=C(C=C(C=C1Cl)N1N=C(C(NC1=O)=O)C#N)Cl)(OC(C)C)=O